2-Hydroxy-N-(3-pyridinylmethyl)ethanaminium OCC[NH2+]CC=1C=NC=CC1